OC=1C=CC2=C(SC(=C2C(=O)C2=CC=C(OCC3CCN(CC3)CCCN3CCN(CC3)C=3C=C4CN(C(C4=CC3)=O)C3C(NC(CC3)=O)=O)C=C2)C2=CC=C(C=C2)O)C1 3-(5-(4-(3-(4-((4-(6-hydroxy-2-(4-hydroxyphenyl)benzo[b]thiophene-3-carbonyl)phenoxy)methyl)piperidin-1-yl)propyl)piperazin-1-yl)-1-oxoisoindolin-2-yl)piperidine-2,6-dione